CS(=O)(=O)N1N=CC2=CC=C(C=C12)C(=O)OC(C)(C)C tert-butyl 1-(methyl sulfonyl)-1H-indazole-6-carboxylate